[Si](C)(C)(C(C)(C)C)OCCCOC1=NN(C(=C1[N+](=O)[O-])C)C=1C(=NC=CC1)OC([2H])([2H])[2H] 3-(3-(3-((tert-butyldimethylsilyl)oxy)propoxy)-5-methyl-4-nitro-1H-pyrazol-1-yl)-2-(methoxy-d3)pyridine